ClC1=C2N=C(N(C2=NC(=N1)C#CC1=CC=C(C=C1)C)[C@@H]1OCC[C@H]1O)C=1OC=CC1 (2R,3R)-2-(6-chloro-8-(furan-2-yl)-2-(p-tolylethynyl)-9H-purin-9-yl)tetrahydrofuran-3-ol